(S,E)-3-(2,3-dimethylphenyl)-6-(2-(hydroxymethyl)-4-(methoxyimino)pyrrolidine-1-carbonyl)-1-methylpyridin-2(1H)-one CC1=C(C=CC=C1C)C=1C(N(C(=CC1)C(=O)N1[C@@H](C\C(\C1)=N/OC)CO)C)=O